CC1(C(=NN(C1(C(=O)N)C)C1=C(C=C(C=C1)F)F)C1=C(C=C(C=C1)F)F)C1=COC=C1 methyl-1,3-bis(2,4-difluorophenyl)-4-(furan-3-yl)-5-methyl-4,5-dihydro-1H-pyrazole-5-carboxamide